tert-butyl 3-[7-[8-chloro-3-(methoxymethoxy)-1-naphthyl]-2-(2,2-dimethoxyethoxy)-8-fluoro-pyrido[4,3-d]pyrimidin-4-yl]-3,8-diazabicyclo[3.2.1]octane-8-carboxylate ClC=1C=CC=C2C=C(C=C(C12)C1=C(C=2N=C(N=C(C2C=N1)N1CC2CCC(C1)N2C(=O)OC(C)(C)C)OCC(OC)OC)F)OCOC